N1=C(C=CC=C1)[Se][Se]C1=NC=CC=C1 1,2-bis(pyridin-2-yl)diselane